C(C)OC(=O)C=1N(C=C(N1)NC(=O)C=1N(C=C(C1)N)C)C.C(#N)CC1N(CC1)C1=CC=C(C=C1)C1=C2C=C(N=CC2=C(N=C1)NC)NC(=O)C1CC1 N-(5-(4-(2-(cyanomethyl)azetidin-1-yl)phenyl)-8-(methylamino)-2,7-naphthyridin-3-yl)cyclopropanecarboxamide ethyl-4-(4-amino-1-methylpyrrole-2-amido)-1-methylimidazole-2-carboxylate